homocysteine-d4 titanium isopropoxide bis(ethyl-acetoacetate) C(C)CC(CC(=O)[O-])=O.C(C)CC(CC(=O)[O-])=O.CC([O-])C.[Ti+3].N([C@@](C(CS)[2H])(C(=O)O)[2H])([2H])[2H]